FC1=C(CN(C(N1C1=CC=C(C=C1)C)=O)C1=CC=C(C=C1)C)C#CC1=CC=C(C=C1)OC 6-fluoro-5-((4-methoxyphenyl)ethynyl)-1,3-di-p-tolyl-3,4-dihydropyrimidin-2(1H)-one